(1R,3S)-3-(5-((2-(1-(3-aminopropoxy)cyclopropyl)pyridin-4-yl)amino)-1-(tert-butyl)-1H-pyrazol-3-yl)cyclopentyl (4-nitrophenyl) carbonate C(O[C@H]1C[C@H](CC1)C1=NN(C(=C1)NC1=CC(=NC=C1)C1(CC1)OCCCN)C(C)(C)C)(OC1=CC=C(C=C1)[N+](=O)[O-])=O